N1(N=CC=C1)CC=1C(=NC(=NC1)C(=O)NS(=O)(=O)C1=C(C=CC(=C1)C(C)(C)C)OC)OC 5-((1H-pyrazol-1-yl)methyl)-N-((5-(tert-butyl)-2-methoxyphenyl)sulfonyl)-4-methoxypyrimidine-2-carboxamide